OC(C)(C)C1=CC=C(C=N1)C1=CC=C(CN2C=CC3=CC(=CC=C23)N2N=C(C=C2C)C(=O)N)C=C1 1-(1-(4-(6-(2-hydroxypropan-2-yl)pyridin-3-yl)benzyl)-1H-indol-5-yl)-5-methyl-1H-pyrazole-3-carboxamide